z-Heptanolactam C1(CCCCCCN1)=O